1-Methyl-2-oxo-7,8-dihydro-5H-pyrano[4,3-b]pyridine-3-carboxylic acid CN1C2=C(C=C(C1=O)C(=O)O)COCC2